ClC1=CC=C(N=N1)N1C(C(CC1)CO)=O 1-(6-chloropyridazin-3-yl)-3-(hydroxymethyl)pyrrolidin-2-one